9-ethyl-6,6-dimethyl-8-(4-morpholin-4-yl-piperidin-1-yl)-11-oxo-6,11-dihydro-5H-benzo[b]carbazole-3-carbonitrile C(C)C1=CC2=C(C(C=3NC4=CC(=CC=C4C3C2=O)C#N)(C)C)C=C1N1CCC(CC1)N1CCOCC1